5-chloro-N-(4-(5-methyl-1,2,4-oxadiazol-3-yl)benzyl)pyrazin-2-amine ClC=1N=CC(=NC1)NCC1=CC=C(C=C1)C1=NOC(=N1)C